FC=1C=CC(=NC1)NC(=O)C=1C=2N(C=C(C1)C1=CC=NN1C)C=CN2 N-(5-Fluoropyridin-2-yl)-6-(1-methyl-1H-pyrazol-5-yl)imidazo[1,2-a]pyridine-8-carboxamide